CN(C1CCN(CC1)C1=C(C=C(C=C1)CO)C)C (4-(4-(dimethylamino)piperidin-1-yl)-3-methylphenyl)methanol